4-[4-benzyloxy-1-(4-fluorophenyl)-2-(1-methylsulfonyl-3-piperidyl)indol-3-yl]benzoic acid C(C1=CC=CC=C1)OC1=C2C(=C(N(C2=CC=C1)C1=CC=C(C=C1)F)C1CN(CCC1)S(=O)(=O)C)C1=CC=C(C(=O)O)C=C1